divinyl-1,1,3,3-tetramethyldisiloxane platinum (0) [Pt].C(=C)[Si](O[Si](C)(C)C=C)(C)C